(S)-4-bromo-2-phenyl-2,3-dihydrofuro[2,3-b]Pyridine-2-carboxamide BrC1=C2C(=NC=C1)O[C@](C2)(C(=O)N)C2=CC=CC=C2